methyl 3-[2-({(2S)-4-[2-(4-chloro-3-fluorophenoxy)acetamido]-2-hydroxybicyclo[2.2.2]octan-1-yl}amino)-2-oxoethoxy]-1,2-oxazole-5-carboxylate ClC1=C(C=C(OCC(=O)NC23C[C@@H](C(CC2)(CC3)NC(COC3=NOC(=C3)C(=O)OC)=O)O)C=C1)F